C1(CC1)[C@H](C(C)(C)O)N1C(C2=C(C=CC(=C2C1)F)C1=CC=C(C=C1)C=1OC(=NN1)C)=O (R)-2-(1-cyclopropyl-2-hydroxy-2-methylpropyl)-4-fluoro-7-(4-(5-methyl-1,3,4-oxadiazol-2-yl)phenyl)isoindolin-1-one